lithium malonate manganese [Mn+2].C(CC(=O)[O-])(=O)[O-].[Li+]